CC1=CC=C(C=N1)OCC(=O)O 2-((6-methylpyridin-3-yl)oxy)acetic acid